3-((s)-6-chloro-5H-imidazo[5,1-a]isoindol-5-yl)tetrahydro-2H-pyran-4-ol ClC1=C2[C@@H](N3C(C2=CC=C1)=CN=C3)C3COCCC3O